C(C)C(N(C1=C(C=C(C=C1)C(F)(F)F)O)[C@@]1(N(C[C@@H](C1)O)CC1=CC=CC=C1)CC(=O)O)C(=O)O ethyl-(2-hydroxy-4-trifluoromethylphenyl)glycineO-benzyl-L-β-homohydroxyproline